C(C(=C)C)(=O)OC1=CC=C(C=C1)O (4-hydroxy)phenyl methacrylate